FC=1C=C(C=CC1)C(C1=CC=C(C#N)C=C1)O 4-((3-fluorophenyl)(hydroxy)methyl)benzonitrile